N-((1R,6S)-2,2-difluoro-6-((1-isopropylpiperidin-4-yl)oxy)cyclohexyl)-2-(2-(3,5-difluorophenyl)-3-(trifluoromethyl)pyridin-4-yl)acetamide FC1([C@@H]([C@H](CCC1)OC1CCN(CC1)C(C)C)NC(CC1=C(C(=NC=C1)C1=CC(=CC(=C1)F)F)C(F)(F)F)=O)F